tridecyl-(S)-N-(5-methyl-4-oxo-2,3,4,5-tetrahydrobenzo[b][1,4]oxazepin-3-yl)-7-(o-tolyl)-1H-indole-2-carboxamide C(CCCCCCCCCCCC)N1C(=CC2=CC=CC(=C12)C1=C(C=CC=C1)C)C(=O)N[C@@H]1C(N(C2=C(OC1)C=CC=C2)C)=O